C(C)(C)(C)OC(=O)N1CC(C(CC1)N1C(N(C2=NC(=NC=C2C1)NC1=CC=C(C=C1)N1CCN(CC1)C)C)=O)C1=CC=CC=C1 4-[1-methyl-7-[4-(4-methylpiperazin-1-yl)anilino]-2-oxo-4H-pyrimido[4,5-d]pyrimidin-3-yl]-3-phenyl-piperidine-1-carboxylic acid tert-butyl ester